di(toluyl)tartaric acid C1(=C(C=CC=C1)C(C(C(=O)O)(O)C1=C(C=CC=C1)C)(O)C(=O)O)C